C(C)(C)(C)C1=C(C(=CC=C1)C(C)(C)C)O 2,6-di-tert.-butyl-phenol